C(=C)C1=CC=C(C=C1)OB(O)O 4-vinylphenyl-boric acid